FC=1C(=NC(=NC1)NC=1C=NN(C1)CCOC)OCC1CCC(CC1)O (1R,4R)-4-(((5-fluoro-2-((1-(2-methoxy-ethyl)-1H-pyrazol-4-yl)amino)pyrimidin-4-yl)oxy)methyl)cyclohexan-1-ol